C(C)(C)(C)OC(=O)N1CCC(=CC1)C1=C(C=C(C=C1)NC(=O)C1=C(C=C(C=C1)C=1CCN(CC1)C(=O)OC(C)(C)C)F)Cl tert-butyl 4-(4-((4-(1-(tert-butoxycarbonyl)-1,2,3,6-tetrahydropyridin-4-yl)-3-chlorophenyl)carbamoyl)-3-fluorophenyl)-3,6-dihydropyridine-1(2H)-carboxylate